N-(2,2-difluoroethyl)-3-((2S)-2-hydroxy-3-(8-(naphthalen-2-ylsulfonyl)-1-oxa-8-azaspiro[4.5]decan-3-ylamino)propoxy)benzenesulfonamide FC(CNS(=O)(=O)C1=CC(=CC=C1)OC[C@H](CNC1COC2(C1)CCN(CC2)S(=O)(=O)C2=CC1=CC=CC=C1C=C2)O)F